C(CC)(=O)OC[C@H]1O[C@H]([C@]([C@@H]1O)(C)F)N1C2=NC(=NC(=C2N=C1)NC)NC(C(C)C)=O [(2R,3R,4R,5R)-4-fluoro-3-hydroxy-4-methyl-5-[6-(methylamino)-2-(2-methylpropanamido)purin-9-yl]oxolan-2-yl]methyl propanoate